FC1=NN2C(N=CC3=C2C(CC3C(=O)OC)(C3=NNC=C3)C)=C1 methyl 2-fluoro-8-methyl-8-(1H-pyrazol-3-yl)-7,8-dihydro-6H-cyclopenta[e]pyrazolo[1,5-a]pyrimidine-6-carboxylate